CN(C1=C2N=C(NC2=NC=N1)C1=CC=C(C=C1)CO)CC1COCC1 N-Methyl-N-(tetrahydrofuran-3-ylmethyl)-8-(4-(hydroxymethyl)phenyl)-9H-purin-6-amine